di-n-Butyl-dimethyl-titanium C(CCC)[Ti](C)(C)CCCC